C1=CN(C(=O)NC1=O)[C@H]2[C@@H]([C@@H]([C@H](O2)COP(=O)([O-])[O-])O)O.[Na+].[Na+] uridylic acid disodium salt